[7-[Methyl-[5-(trifluoromethyl)pyrazin-2-yl]amino]-2-azaspiro[3.5]nonan-2-yl]-[(3S)-3-(4H-1,2,4-triazol-3-yl)pyrrolidin-1-yl]methanone CN(C1CCC2(CN(C2)C(=O)N2C[C@H](CC2)C2=NN=CN2)CC1)C1=NC=C(N=C1)C(F)(F)F